[(E)-(2-methyl-4-oxo-5-propan-2-ylcyclohexa-2,5-dien-1-ylidene)amino] benzenesulfonate C1(=CC=CC=C1)S(=O)(=O)O/N=C\1/C(=CC(C(=C1)C(C)C)=O)C